1-[(1R,4R,5R)-2-azabicyclo[2.2.1]hept-5-yloxy]-7-(propan-2-yloxy)isoquinoline-6-carboxamide [C@H]12NC[C@H]([C@@H](C1)OC1=NC=CC3=CC(=C(C=C13)OC(C)C)C(=O)N)C2